(2R,4S)-4-(3-(cyclopropylmethoxy)-4-(difluoromethoxy)phenoxy)pyrrolidine-2-carboxylic acid methyl ester hydrochloride Cl.COC(=O)[C@@H]1NC[C@H](C1)OC1=CC(=C(C=C1)OC(F)F)OCC1CC1